[Fe-4](C#N)(C#N)(C#N)(C#N)(C#N)C#N.N(=O)[Cu+].N(=O)[Cu+].N(=O)[Cu+].N(=O)[Cu+] nitrosocopper ferrocyanide